(2-chloro-5-methoxy-3-pyridyl)-boronic acid ClC1=NC=C(C=C1B(O)O)OC